1-((8aS)-6-chloro-2-((2-(dimethylamino)ethyl)-amino)-5-(5-methyl-1H-indazol-4-yl)-8a,9,11,12-tetrahydropyrazino[2',1':3,4][1,4]-oxazepino[5,6,7-de]quinazolin-10(8H)-yl)prop-2-en-1-one ClC1=C2C3=C(N=C(N=C3C=C1C1=C3C=NNC3=CC=C1C)NCCN(C)C)N1[C@H](CO2)CN(CC1)C(C=C)=O